vinyl-1,3-diethyl-7-methyl-purine-2,6-dione C(=C)C1=NC=2N(C(N(C(C2N1C)=O)CC)=O)CC